2-hydroxy-indane-2-carboxylate OC1(CC2=CC=CC=C2C1)C(=O)[O-]